FC1=CC=C(C=C1)CNC1=C2C(=NN(C2=NC(=N1)C1=CC=C(C=C1)OC)C)CC [(p-fluorophenyl)methyl][3-ethyl-6-(p-methoxyphenyl)-1-methyl-1H-1,2,5,7-tetraazainden-4-yl]amine